N-(5-cyano-4-((2-(dimethylamino)ethyl)amino)pyridin-2-yl)-5-formyl-1-methyl-1H-pyrrolo[3,2-b]pyridine-3-carboxamide C(#N)C=1C(=CC(=NC1)NC(=O)C1=CN(C=2C1=NC(=CC2)C=O)C)NCCN(C)C